(S)-4-amino-N-methyl-N-(2-(trifluoromethyl)-5,8-dihydro-6H-pyrano[3,4-b]pyridin-5-yl)imidazo[1,5-a]quinoxaline-8-carboxamide NC=1C=2N(C3=CC(=CC=C3N1)C(=O)N([C@@H]1COCC3=NC(=CC=C31)C(F)(F)F)C)C=NC2